CC(CC(C(C(C(=O)[O-])(CC(C(C(C)C)C)C)CC(C(C(C)C)C)C)(O)C(=O)[O-])C(=O)[O-])C(C(C)C)C Tri(2,3,4-trimethyl-1-pentyl)citrat